(3,4-dichloro-5-fluoro-1H-indol-2-yl)(4-((3-fluoroazetidin-3-yl)methoxy)piperidin-1-yl)methanone ClC1=C(NC2=CC=C(C(=C12)Cl)F)C(=O)N1CCC(CC1)OCC1(CNC1)F